tert-butyl (3R,4R)-3-(4-(tert-butoxycarbonyl)phenyl)-4-(hydroxymethyl)-piperidine-1-carboxylate C(C)(C)(C)OC(=O)C1=CC=C(C=C1)[C@@H]1CN(CC[C@H]1CO)C(=O)OC(C)(C)C